[O-2].[O-2].[O-2].[In+3].[In+3] indium-indium trioxide